ClC1=C2C(=NNC2=C(C=C1)N1CCC(CC1)NC(C1=C(C=C(C=C1)N1CCC(CC1)CN1CCC(CC1)N1C=CC2=C(C=CC=C12)N1C(NC(CC1)=O)=O)F)=O)C#N N-[1-(4-Chloro-3-cyano-1H-indazol-7-yl)piperidin-4-yl]-4-[4-({4-[4-(2,4-dioxo-1,3-diazinan-1-yl)-1H-indol-1-yl]piperidin-1-yl}methyl)piperidin-1-yl]-2-fluorobenzamide